NC1=NC(=C2N=CN(C2=N1)[C@H]1C[C@H](C1)COP(=O)(OC1=CC=CC=C1)N[C@@H](C)C(=O)OC)OC methyl (((cis-3-(2-amino-6-methoxy-9H-purin-9-yl)cyclobutyl)methoxy)(phenoxy) phosphoryl)-L-alaninate